C(=C)C1=CC=C(C=C1)CCC1=CC=C(C=C1)C=C 1,2-Bis(4-vinylphenyl)ethane